N-(5-chloro-6-(difluoromethoxy)pyridin-3-yl)-N'-(8-(2-methoxypropan-2-yl)-2-methylimidazo[1,2-b]pyridazin-7-yl)urea ClC=1C=C(C=NC1OC(F)F)NC(=O)NC1=C(C=2N(N=C1)C=C(N2)C)C(C)(C)OC